N-(((2S,5R)-6-(benzyloxy)-7-oxo-1,6-diazabicyclo[3.2.1]octan-2-yl)(imino)methyl)-4-(trifluoromethyl)benzamide C(C1=CC=CC=C1)ON1[C@@H]2CC[C@H](N(C1=O)C2)C(NC(C2=CC=C(C=C2)C(F)(F)F)=O)=N